5-{[3-(4-{[1-(oxan-4-yl)piperidin-4-yl]amino}-1-(2,2,2-trifluoroethyl)-1H-indol-2-yl)prop-2-yn-1-yl]amino}pyridine-2-carboxamide O1CCC(CC1)N1CCC(CC1)NC1=C2C=C(N(C2=CC=C1)CC(F)(F)F)C#CCNC=1C=CC(=NC1)C(=O)N